(4-methoxybenzyl)-3,4-dimethyl-2,6-dihydro-7H-pyrazolo[3,4-d]Pyridazin-7-one COC1=CC=C(CN2N=C3C(NN=C(C3=C2C)C)=O)C=C1